trans-methyl 4-carbamoylcyclohexanecarboxylate C(N)(=O)[C@@H]1CC[C@H](CC1)C(=O)OC